propylpyrrolidine bis(trifluoromethanesulfonyl)imide salt [N-](S(=O)(=O)C(F)(F)F)S(=O)(=O)C(F)(F)F.C(CC)N1CCCC1